NC=1C=C(C=C(C1)C1=COC=C1)[C@@H](C)NC1=NC(=NC2=CC(=C(C=C12)NC)C(=O)N1CCOCC1)C (R)-(4-((1-(3-amino-5-(furan-3-yl)phenyl)ethyl)amino)-2-methyl-6-(methylamino)quinazolin-7-yl)(morpholino)methanone